BrC1=CC(=C(C=C1)S(=O)(=NCC1=CC(=CC=C1)C1=NOC(=N1)C(F)(F)F)C)F 4-bromo-2-fluorophenyl(methyl)((3-(5-(trifluoromethyl)-1,2,4-oxadiazol-3-yl)benzyl)imino)-λ6-sulfanone